ClC=1C(=CC(=NC1)C1NCCC12CC(CC2)C(=O)N)C2=C1N(N=C2)CC(C1)(C)C (5-chloro-4-(5,5-dimethyl-5,6-dihydro-4H-pyrrolo[1,2-b]pyrazol-3-yl)pyridin-2-yl)-2-azaspiro[4.4]nonane-7-carboxamide